1,10-Undecadien C=CCCCCCCCC=C